FC(C(CCCCC)=O)(F)F 1,1,1-Trifluoro-2-heptanone